COC(=O)C=1OC2=C(N1)CC1(C(NC3=NC=CC=C31)=O)CC2 oxo-1',2',6,7-tetrahydro-4H-spiro[benzo[d]oxazol-5,3'-pyrrolo[2,3-b]pyridine]-2-carboxylic acid methyl ester